NC=1C=C(C=CC1N(C)C)C#CCNC(OC(C)(C)C)=O tert-butyl (3-(3-amino-4-(dimethylamino)phenyl)prop-2-yn-1-yl)carbamate